ClC=1C(=C(C=2N(N1)C(C=CN2)=O)C)C 7-Chloro-8,9-dimethyl-4H-pyrimido[1,2-b]pyridazin-4-one